allyl 2,2,2-trichloroacetoimidate ClC(C(OCC=C)=N)(Cl)Cl